C(\C=C\C(=O)O)(=O)O.FC1=C(C=CC=C1)C1=CC(=CN1S(=O)(=O)C=1C=NC=CC1)CNC 1-[5-(2-Fluorophenyl)-1-(pyridin-3-ylsulfonyl)-1H-pyrrol-3-yl]-N-methylmethanamine monofumarate